RAC-(3R)-3-(4-{4-[(6-{1-[6-(2-HYDROXYPHENYL)PYRIDAZIN-4-YL]-4-(3-METHYLPHENYL)PIPERIDINE-4-CARBONYL}-2,6-DIAZASPIRO[3.3]HEPTAN-2-YL)METHYL]PIPERIDIN-1-YL}PHENYL)PIPERIDINE-2,6-DIONE OC1=C(C=CC=C1)C1=CC(=CN=N1)N1CCC(CC1)(C(=O)N1CC2(CN(C2)CC2CCN(CC2)C2=CC=C(C=C2)[C@@H]2C(NC(CC2)=O)=O)C1)C1=CC(=CC=C1)C |r|